C=C(C(C1=C(C(=C(C(=C1C)C)C)C)O)(C1=CC=CC=2NN=NC21)C2=CC=CC=1NN=NC12)CC methylene-bis(benzotriazolyl)-tetramethylbutylphenol